COCCCCCCCCCCCCCCCC1=C(C(C(C1C)C)=O)C 3-(15-methoxypentadecyl)-2,4,5-trimethylcyclopent-2-en-1-one